CN(C1(CCC2(CN(C(N2CCC(=O)NCCC)=O)CC2=CC=C(C=C2)OC)CC1)C1=CC=CC=C1)C 3-[8-dimethylamino-3-[(4-methoxyphenyl)-methyl]-2-oxo-8-phenyl-1,3-diazaspiro[4.5]decan-1-yl]-N-propyl-propionamide